CC1=C(N=NN1)C(=O)Cl 5-methyl-1,2,3-triazole-4-carbonyl chloride